2-(2-fluoro-4-vinylphenyl)-4,4,5,5-tetramethyl-1,3,2-dioxaborolane FC1=C(C=CC(=C1)C=C)B1OC(C(O1)(C)C)(C)C